FC(C)(F)C1=NC(=CC(=N1)NC1=C(C=NC(=C1)NC(C)=O)C1=NC(=C(C=C1)F)CN1CCCC1)CC N-(4'-((2-(1,1-difluoroethyl)-6-ethylpyrimidin-4-yl)amino)-5-fluoro-6-(pyrrolidin-1-ylmethyl)-[2,3'-bipyridin]-6'-yl)acetamide